5-(methoxycarbonyl)-4-methyl-1-(phenylsulfonyl)-1H-pyrrole-2-sulfinic acid COC(=O)C1=C(C=C(N1S(=O)(=O)C1=CC=CC=C1)S(=O)O)C